6-((2,6-dimethyl-pyrimidin-4-yl)amino)-N-ethoxy-4-((2-(methoxy-d3)-3-(pyrimidin-2-yl)phenyl)amino)nicotinamide CC1=NC(=CC(=N1)NC1=NC=C(C(=O)NOCC)C(=C1)NC1=C(C(=CC=C1)C1=NC=CC=N1)OC([2H])([2H])[2H])C